N1=C(N=CC2=C1CNC2)C2=NNC(=C2C(C)C)C=2C=C(C=1N(C2)N=CN1)C 6-(3-(6,7-dihydro-5H-pyrrolo[3,4-d]pyrimidin-2-yl)-4-isopropyl-1H-pyrazol-5-yl)-8-methyl-[1,2,4]triazolo[1,5-a]pyridine